ClC1=CC=C(C(=O)C2=C(SC(=C2C)C)NC(=O)[C@H](CC)NC(OC(C)(C)C)=O)C=C1 tert-butyl N-[(1S)-1-[[3-(4-chlorobenzoyl)-4,5-dimethyl-2-thienyl]carbamoyl]propyl]carbamate